C(C)(C)C=1C=CC=C2C(=C(NC12)C(=O)O)C=1SC(=CC1)C 7-isopropyl-3-(5-methylthiophen-2-yl)-1H-indole-2-carboxylic acid